C(C)N1CCN(CC1)C1=CC=C(C=C1)NC1=NC=CC(=C1)NC1=CC(=CC=C1)S(=O)(=O)C N2-(4-(4-Ethylpiperazin-1-yl)phenyl)-N4-(3-(methylsulfonyl)phenyl)pyridine-2,4-diamine